triazolo[4,5-b]pyridin-3-yl pyrazolo[1,5-a]pyrimidine-3-carboxylate N1=CC(=C2N1C=CC=N2)C(=O)ON2N=NC=1C2=NC=CC1